ClC1=C(C(=CC=C1)Cl)N1N=C(C(=C1)NC1=CC=C(C=C1)C=1N(C=C(N1)C(F)(F)F)COC)C(=O)N 1-(2,6-dichlorophenyl)-4-((4-(1-(methoxymethyl)-4-(trifluoromethyl)-1H-imidazol-2-yl)phenyl)amino)-1H-pyrazole-3-carboxamide